C(C1=CC=CC=C1)(=O)C1(NC(N([C@H]2C[C@H](O)[C@@H](CO)O2)C=C1C)=O)N 4-benzoyl-2'-deoxy-5-methylcytidine